(2-bromopyridin-4-yl)-5-(trifluoromethyl)-1,2,4-oxadiazole BrC1=NC=CC(=C1)C1=NOC(=N1)C(F)(F)F